O1COC2=C1C=CC(=C2)CC(C)NCCO 2-[1-(1,3-benzodioxolan-5-yl)propan-2-ylamino]ethanol